COC([C@@H](N)CCCN)=O L-Ornithine methyl ester